O-(4-methylpent-1-en-3-yl)hydroxylamine hydrochloride Cl.CC(C(C=C)ON)C